CN(S(=O)(=O)C1=CC=C(C=C1)Cl)OS(=O)C(F)(F)F N-methyl-N-(((trifluoromethyl)sulfinyl)oxy)4-chlorobenzenesulfonamide